(1H-1,3-Benzodiazol-2-ylmethoxy)-3,3-dimethyl-2H,3H,5H-benzo[g]indole-2,5-dione N1C(=NC2=C1C=CC=C2)COC2=C1C(C(N=C1C1=C(C2=O)C=CC=C1)=O)(C)C